FC(C(=O)[O-])(F)F.C(C)[NH3+] ethan-1-aminium 2,2,2-trifluoroacetate